CN1N=CC(=C1)C=1N=CC=2N(C1)N=CC2C(=O)NC=2C(=NC=C(C2)NC(CCN2[C@H](CCC2)C)=O)C (S)-6-(1-methyl-1H-pyrazol-4-yl)-N-(2-methyl-5-(3-(2-methylpyrrolidin-1-yl)propanamido)pyridin-3-yl)pyrazolo[1,5-a]pyrazine-3-carboxamide